(R)-2,2,2-trifluoro-1-phenylethylamine FC([C@@H](C1=CC=CC=C1)N)(F)F